C(CCC)N1C(=NC=C1)C=O 1-BUTYL-1H-IMIDAZOLE-2-CARBALDEHYDE